((4-(1-(2-cyclopropyl-2-hydroxyethyl)-1H-pyrazol-4-yl)-5-(trifluoromethyl)pyrimidin-2-yl)amino)-3-fluorobenzenesulfonamide C1(CC1)C(CN1N=CC(=C1)C1=NC(=NC=C1C(F)(F)F)NC1=C(C=CC=C1F)S(=O)(=O)N)O